N-{4-methoxy-7-[3-(trifluoromethyl)phenyl]-[1,3]thiazolo[4,5-c]pyridin-2-yl}-8-oxa-2-azaspiro[4.5]decane-2-carboxamide COC1=NC=C(C2=C1N=C(S2)NC(=O)N2CC1(CC2)CCOCC1)C1=CC(=CC=C1)C(F)(F)F